4-(difluoromethyl)-3-(methylsulfonyl)-benzoic acid FC(C1=C(C=C(C(=O)O)C=C1)S(=O)(=O)C)F